FC(C1=NC(=NC(=N1)C(F)(F)F)N1C(C=2NC3=CC=C(C=C3C2CC1)Cl)CC(=O)OCC)(F)F ethyl {2-[4,6-bis(trifluoromethyl)-1,3,5-triazin-2-yl]-6-chloro-2,3,4,9-tetrahydro-1H-pyrido[3,4-b]indol-1-yl}acetate